C(C#C)N1CCOCC1 4-(2-propyn-1-yl)morpholine